N-(2-Cyano-3-((2,3-dihydroimidazo[1,2-c]quinazolin-9-yl)oxy)phenyl)propane-1-sulfonamide C(#N)C1=C(C=CC=C1OC1=CC=2C=3N(C=NC2C=C1)CCN3)NS(=O)(=O)CCC